O=C1N(CCOC1)C=1C=C(C=CC1)S(=O)(=O)NC1=C(N=CS1)C(=O)O 5-[3-(3-oxomorpholin-4-yl)phenylsulfonylamino]-1,3-thiazole-4-carboxylic acid